C(C)OC(=C)C=1N(C(=NN1)OCCCCO)C 4-((5-(1-Ethoxyvinyl)-4-methyl-4H-1,2,4-triazol-3-yl)oxy)butan-1-ol